CC1=CC=2C=NC=CC2S1 methylthieno[3,2-c]pyridin